CN(CC(C1=CC=CC=C1)NC(CN1N=CC=2N(C1=O)C(=CC2)C)=O)C N-(2-(dimethylamino)-1-phenylethyl)-2-(6-methyl-4-oxopyrrolo[1,2-d][1,2,4]triazin-3(4H)yl)acetamide